3-[6-Chloro-3-[[(1R)-1-deuterio-1-(3,6-dimethyl-4-oxo-2-phenyl-chromen-8-yl)ethyl]amino]-2-pyridyl]-4H-1,2,4-oxadiazol-5-one ClC1=CC=C(C(=N1)C1=NOC(N1)=O)N[C@](C)(C=1C=C(C=C2C(C(=C(OC12)C1=CC=CC=C1)C)=O)C)[2H]